racemic-(3s,4s)-4-(5-amino-4-carbamoyl-2-thienyl)-3-fluoro-piperidine-1-carboxylic acid tert-butyl ester C(C)(C)(C)OC(=O)N1C[C@H]([C@H](CC1)C=1SC(=C(C1)C(N)=O)N)F |r|